C(C)(C)(C)OC(=O)N1CC(C1)C(CCC=O)F 3-(1-fluoro-4-oxobutyl)azetidine-1-carboxylic acid tert-butyl ester